1-methyl-4-(piperidin-4-yl)piperazine CN1CCN(CC1)C1CCNCC1